(7-bromo-5-chloro-[1,2,4]triazolo[4,3-a]pyridin-3-yl)carbamic acid ethyl ester C(C)OC(NC1=NN=C2N1C(=CC(=C2)Br)Cl)=O